NC(C)(C)C1=CC(=NC(=C1)N1CCC(CC1)(C)C)OC1[C@@H]2CN(C[C@H]12)C(=O)C=1C(=NN(C1)C1=NC=CC=N1)C ((1R,5S,6s)-6-((4-(2-aminopropan-2-yl)-6-(4,4-dimethylpiperidin-1-yl)pyridin-2-yl)oxy)-3-azabicyclo[3.1.0]hexan-3-yl)(3-methyl-1-(pyrimidin-2-yl)-1H-pyrazol-4-yl)methanone